OC1=C(C=C(C=C1)C=1[Se]C(=CC1Br)C1=CC(=C(C=C1)O)Cl)Cl 2,5-bis(4-hydroxy-3-chlorophenyl)-3-bromoselenophene